CN(CCN1CCN(CC1)C1=NC(=NC(=C1C)NC1=NNC(=C1)C)SC1=CC=C(C=C1)NC(=O)C1CCCC1)C N-(4-((4-(4-(2-(dimethylamino)ethyl)piperazin-1-yl)-5-methyl-6-((5-methyl-1H-pyrazol-3-yl)amino)pyrimidin-2-yl)thio)phenyl)cyclopentanecarboxamide